C1(=CCCC1)C1=COC=C1 3-(1-cyclopentenyl)furan